NC=1N=C(SC1C(C1=CC=C(C=C1)OC(F)F)=O)N(C1=CC(=C(C=C1)OC(F)(F)F)F)C(C(=O)N)C [N-[4-Amino-5-[4-(difluoromethoxy)benzoyl]thiazol-2-yl]-3-fluoro-4-(trifluoromethoxy)anilino]propanamid